(2S)-1-[4-chloro-3-(difluoromethyl)phenyl]-2-methyl-piperazine ClC1=C(C=C(C=C1)N1[C@H](CNCC1)C)C(F)F